C(C1=CC=CC=C1)OC=1C=C2CC(N=CC2=CC1C(C)=O)C(C)C 1-(6-(benzyloxy)-3-isopropyl-3,4-dihydroisoquinolin-7-yl)ethanone